[O-]CCC.[O-2].[Zr+3] zirconium oxide n-propoxide